COC(CNCCC)OC propylaminoacetaldehyde dimethyl acetal